(2S,4R)-1-((S)-2-((4-((3-(azetidin-3-yl)pyridin-4-yl)oxy)butyl)amino)-3,3-dimethylbutanoyl)-4-hydroxy-N-(4-(4-methylthiazol-5-yl)benzyl)pyrrolidine-2-carboxamide N1CC(C1)C=1C=NC=CC1OCCCCN[C@H](C(=O)N1[C@@H](C[C@H](C1)O)C(=O)NCC1=CC=C(C=C1)C1=C(N=CS1)C)C(C)(C)C